SCCCC 4-sulfanylbutan